4-(8-methyl-2-(piperazine-1-yl)-7,8-dihydro-1,6-naphthyridin-6(5H)-yl)pyrazolo[1,5-a]Pyridine-7-carbonitrile CC1CN(CC=2C=CC(=NC12)N1CCNCC1)C=1C=2N(C(=CC1)C#N)N=CC2